tert-butyl (((2R*,3S*,4R*)-5-chloro-4-(6-cyano-2-fluoro-3-methoxyphenyl)-3-hydroxy-2-(pyridin-2-yl)-2,3-dihydrobenzofuran-2-yl)methyl)carbamate ClC=1C=CC2=C([C@@H]([C@](O2)(C2=NC=CC=C2)CNC(OC(C)(C)C)=O)O)C1C1=C(C(=CC=C1C#N)OC)F |o1:6,7|